N1=CC=C(C=C1)C(=O)OCCCCCCCCCCCC n-dodecyl 4-pyridinecarboxylate